(1R,2S,5S)-8-(2,2-diphenylacetyl)-3-(pyrrolidine-1-carbonyl)-3,8-diazabicyclo[3.2.1]octane-2-carboxylic acid C1(=CC=CC=C1)C(C(=O)N1[C@H]2[C@H](N(C[C@@H]1CC2)C(=O)N2CCCC2)C(=O)O)C2=CC=CC=C2